[Cl-].[Ba+2].C(C)SC1=NC(=CC=C1C(=O)NC=1C=C2C(=NC1NC)N(C(=N2)C(F)(F)F)C)C(F)(F)F.[Cl-] 2-ethylsulfanyl-N-[3-methyl-5-(methylamino)-2-(trifluoromethyl)imidazo[4,5-b]pyridin-6-yl]-6-(trifluoromethyl)pyridine-3-carboxamide barium chloride